COC=1C=C2C(=CC=NC2=CC1OC)OC1=C(C=C(C=C1)NC(=O)C1=NN(C(=C1)S(=O)C)C1=CC=C(C=C1)F)F N-(4-((6,7-dimethoxyquinolin-4-yl)oxy)-3-fluorophenyl)-1-(4-fluorophenyl)-5-(methylsulfinyl)-1H-pyrazole-3-carboxamide